2,4-difluoro-3-methoxybenzoyl chloride FC1=C(C(=O)Cl)C=CC(=C1OC)F